N-(4-methoxypyrimidin-2-yl)-6,6-dimethyl-1,4,5,6-tetrahydropyrrolo[3,4-c]pyrazol-3-amine COC1=NC(=NC=C1)NC=1C2=C(NN1)C(NC2)(C)C